CC1C(CCC(=C1)C)C=O 2,4-dimethylcyclohex-3-enyl-formaldehyde